6-(isopropyl(methyl)amino)-4-((methylamino)methyl)-2-(6-(4-(tetrahydro-2H-pyran-4-yl)-4H-1,2,4-triazol-3-yl)pyridin-2-yl)-2,3-dihydro-1H-pyrrolo[3,4-c]pyridin-1-one C(C)(C)N(C1=CC2=C(C(=N1)CNC)CN(C2=O)C2=NC(=CC=C2)C2=NN=CN2C2CCOCC2)C